[(1R,2S)-2-[[4-[6-cyano-1-(2-trimethylsilylethoxymethyl)indol-3-yl]-5-(trifluoromethyl)pyrimidin-2-yl]-amino]-cyclopentyl]-methanesulfonate C(#N)C1=CC=C2C(=CN(C2=C1)COCC[Si](C)(C)C)C1=NC(=NC=C1C(F)(F)F)N[C@@H]1[C@@H](CCC1)CS(=O)(=O)[O-]